2-[(5-{4-[2-(Biphenyl-4-yl)ethoxy]phenyl}pentanoyl) (4-methoxybenzyl)amino]ethyl dihydrogen phosphate ammonium salt [NH4+].P(=O)(OCCN(CC1=CC=C(C=C1)OC)C(CCCCC1=CC=C(C=C1)OCCC1=CC=C(C=C1)C1=CC=CC=C1)=O)(O)O